para-di(sec-butyl)(methyl)styrene tert-butyl-3-{3-[2-(methoxymethoxy)-6-methyl-4-(trifluoromethyl)phenyl]thieno[3,2-c]pyridazin-7-yl}piperidine-1-carboxylate C(C)(C)(C)OC(=O)N1CC(CCC1)C1=CSC2=C1N=NC(=C2)C2=C(C=C(C=C2C)C(F)(F)F)OCOC.C(C)(CC)C2(C=CC)CC=C(C=C2)C(C)CC